1,3,5-trisbromomethyl-benzene BrCC1=CC(=CC(=C1)CBr)CBr